penta-carbonyl-iron C(=O)=[Fe](=C=O)(=C=O)(=C=O)=C=O